ClC1=CC=C2C3(C(N(C2=C1)C=1C=NN(C1)C)=O)CC1=CC=C(C=C1C3)C(=O)O 6'-chloro-1'-(1-methyl-1H-pyrazol-4-yl)-2'-oxo-1,3-dihydrospiro[indene-2,3'-indoline]-5-carboxylic acid